FC(C1=NN=C(O1)C=1C=CC(=NC1)CN1N=NC(=C1)C=1C=C2CCN(CC2=CC1)C(=O)OC(C)(C)C)F Tert-butyl 6-(1-((5-(5-(difluoromethyl)-1,3,4-oxadiazol-2-yl) pyridin-2-yl) methyl)-1H-1,2,3-triazol-4-yl)-3,4-dihydroisoquinoline-2(1H)-carboxylate